CNC1=CC(N(C(N1C1=C(C=CC=C1)C)=O)C1=C(C=CC=C1)C)=O 6-methylamino-1,3-bis(2-methylphenyl)pyrimidine-2,4(1H,3H)-dione